4-((2-(1H-pyrazol-4-yl)ethyl)amino)-N-((2-fluorophenyl)(1-methyl-1H-imidazol-2-yl)methyl)-5,6-dimethylpyrimidine-2-carboxamide N1N=CC(=C1)CCNC1=NC(=NC(=C1C)C)C(=O)NC(C=1N(C=CN1)C)C1=C(C=CC=C1)F